C(=CC1=CC=CC=C1)C(C(=O)N)(Cl)C=CC1=CC=CC=C1 bis-styryl-chloroacetamide